4-(cyclohexylamino)-3-[4-(dimethylamino)-2-pyridinyl]-N-methyl-benzenesulfonamide C1(CCCCC1)NC1=C(C=C(C=C1)S(=O)(=O)NC)C1=NC=CC(=C1)N(C)C